6-bromo-N-[5-(1,1-dideutero-2,2-difluoro-ethyl)-4,6-dimethoxy-pyrimidin-2-yl]-1H-pyrrolo[2,3-b]pyridine-3-sulfonamide BrC1=CC=C2C(=N1)NC=C2S(=O)(=O)NC2=NC(=C(C(=N2)OC)C(C(F)F)([2H])[2H])OC